BrC=1C(=NC(=NC1)C=1C(=NC=NC1OC)C1CC1)OCC1=CC=C(C=C1)C=1N(C=C(N1)C(F)(F)F)C 5-bromo-2-(4-cyclopropyl-6-methoxy-pyrimidin-5-yl)-4-[[4-[1-methyl-4-(trifluoromethyl)imidazol-2-yl]phenyl]methoxy]pyrimidine